1-(4-(1,1-dimethylheptyl)-2,6-dimethoxyphenyl)-3-methylcyclohexanol CC(CCCCCC)(C)C1=CC(=C(C(=C1)OC)C1(CC(CCC1)C)O)OC